tert-butyl ((S)-2-hydroxy-3-(3-((1-(hydroxymethyl)cyclopropyl)sulfonyl) phenoxy) propyl 1-oxa-8-azaspiro[4.5]decan-3-yl)carbamate OC(C[C@@H]1OC2(CC1NC(OC(C)(C)C)=O)CCNCC2)COC2=CC(=CC=C2)S(=O)(=O)C2(CC2)CO